FC1=C(C=C2C=C(N=CC2=C1N)NC1=CC=C2CCOCC2=C1)C1=C(C2=C(OCCN2)N=C1)C 7-fluoro-N3-(isochroman-7-yl)-6-(8-methyl-2,3-dihydro-1H-Pyrido[2,3-b][1,4]oxazin-7-yl)isoquinoline-3,8-diamine